N1(CCCCC1)C(=O)OC(C(C)C)C1=CC(OC2=CC(=CC=C12)N(CC)CC)=O 1-(7-(diethylamino)-2-oxo-2H-chromen-4-yl)-2-methylpropyl piperidine-1-carboxylate